N1(CCOCC1)CCOC1=NC=CC(=N1)NC1=CC(=CC=C1)C#C 2-(2-(morpholinyl)ethoxy)-4-(3-ethynylphenylamino)pyrimidine